1-(4-(6-(2-bromo-5-hydroxyphenyl)-5-chloro-7-fluorobenzo[c]isothiazol-3-yl)piperazin-1-yl)prop-2-en-1-one hydrogen chloride Cl.BrC1=C(C=C(C=C1)O)C=1C(=CC=2C(=NSC2N2CCN(CC2)C(C=C)=O)C1F)Cl